N1C(CCCCC1)C(=O)N Azepane-2-carboxamide